5-(3-chloro-4-(9-(3-chlorobenzyl)-6-(1-methylcyclopropoxy)-9H-purin-8-yl)phenyl)pentanoic acid ClC=1C=C(C=CC1C=1N(C2=NC=NC(=C2N1)OC1(CC1)C)CC1=CC(=CC=C1)Cl)CCCCC(=O)O